Cl.N1CC(C1)NC(=O)C1=NC=CC=C1 N-(azetidin-3-yl)pyridine-2-carboxamide hydrochloride